C(C)(=O)SCCNC(CCNC([C@@H](C(COP(OP(OC[C@@H]1[C@H]([C@H]([C@@H](O1)N1C=NC=2C(N)=NC=NC12)O)OP(=O)(O)O)(=O)O)(=O)O)(C)C)O)=O)=O.[C] carbon (acetyl-CoA)